(3aR,5s,6aS)-2-((2-Methoxy-5-methylpyridin-3-yl)sulfonyl)-N-((tetrahydro-2H-pyran-4-yl)methyl)octahydrocyclopenta[c]pyrrol-5-amine COC1=NC=C(C=C1S(=O)(=O)N1C[C@@H]2[C@H](C1)CC(C2)NCC2CCOCC2)C